2-fluoro-3-nitrobenzeneboronic acid FC1=C(C=CC=C1[N+](=O)[O-])B(O)O